5-(5-methylfuran-2-yl)thiophene-2-carboxylic acid CC1=CC=C(O1)C1=CC=C(S1)C(=O)O